(4-(7-((3-(4-(cyclopropylsulfonyl)piperazin-1-yl)propyl)amino)thieno[3,2-b]pyridin-5-yl)phenyl)(morpholino)methanone C1(CC1)S(=O)(=O)N1CCN(CC1)CCCNC1=C2C(=NC(=C1)C1=CC=C(C=C1)C(=O)N1CCOCC1)C=CS2